CC(C)OC1=CC=C(C=C1)C1=CN=C2N1C=C(C=C2)C2=CC=C(C=C2)OC(C)C 3,6-bis[4-(propan-2-yloxy)phenyl]imidazo[1,2-a]pyridine